ClCC1=NC=C(C=C1)C=1N(C=C(N1)C(F)(F)F)C 2-(chloromethyl)-5-(1-methyl-4-(trifluoromethyl)-1H-imidazol-2-yl)pyridine